3,4-dithiahexane CCSSCC